(4-nitrophenyl) (2S)-2-[[(2S)-2-[[(2S)-2-(tert-butoxycarbonylamino)-4-methyl-pentanoyl]amino]-4-methyl-pentanoyl]amino]Pentanedioate C(C)(C)(C)OC(=O)N[C@H](C(=O)N[C@H](C(=O)N[C@H](C(=O)OC1=CC=C(C=C1)[N+](=O)[O-])CCC(=O)[O-])CC(C)C)CC(C)C